bis-(2-methoxy-1-naphthoyl)-2-naphthyl-phosphine oxide COC1=C(C2=CC=CC=C2C=C1)C(=O)P(C1=CC2=CC=CC=C2C=C1)(C(=O)C1=C(C=CC2=CC=CC=C12)OC)=O